cobalt(III) tetraphenylporphyrin C1(=CC=CC=C1)C1=C2C=CC(C(=C3C=CC(=C(C=4C=CC(=C(C5=CC=C1N5)C5=CC=CC=C5)N4)C4=CC=CC=C4)N3)C3=CC=CC=C3)=N2.[Co+3]